N-((3S,4S)-3-((8-(6-oxa-3-azabicyclo[3.1.1]heptan-3-yl)-6-(2,6-dichloro-3,5-dimethoxy-phenyl)pyrido[3,4-d]pyrimidin-2-yl)amino)tetrahydro-2H-pyran-4-yl)acrylamide C12CN(CC(O1)C2)C2=NC(=CC1=C2N=C(N=C1)N[C@@H]1COCC[C@@H]1NC(C=C)=O)C1=C(C(=CC(=C1Cl)OC)OC)Cl